C1(CCCC1)C1=NN=C(S1)[C@H]1[C@@H](C1)C1=CC=C(C=C1)S(=O)(=O)N 4-[(1R,2R)-2-(5-cyclopentyl-1,3,4-thiadiazol-2-yl)cyclopropyl]benzenesulfonamide